5-(5-butyl-2-methyl-sulfonylpyrimidin-4-yl)-3-methoxy-1-methyl-pyridin-2-one C(CCC)C=1C(=NC(=NC1)S(=O)(=O)C)C=1C=C(C(N(C1)C)=O)OC